N1C=NC2=C1C=CC(=C2)CN2N=CC1=C(C2=O)N(C2=C1SC(=N2)C)C 6-((1H-Benzo[d]imidazol-5-yl)methyl)-2,4-dimethyl-4H-thiazolo[5',4':4,5]pyrrolo[2,3-d]pyridazin-5(6H)-one